N-hydroxy-5-(3-(naphthalen-1-ylamino)propyl)isoxazole-3-carboxamide ONC(=O)C1=NOC(=C1)CCCNC1=CC=CC2=CC=CC=C12